NC1=C(C=C(C=C1)C1=CC=C(C=C1)F)NC(C1=CC=C(C=C1)S(=O)(=N)C1=CC=C(C=C1)C(F)(F)F)=O N-[2-amino-5-(4-fluorophenyl)phenyl]-4-[[4-(trifluoromethyl)phenyl]sulfonimidoyl]benzamide